BrC=1C=C(C=CC1)/C=C/C(=O)C1=C(C=CC=C1OC)O (E)-3-(3-Bromophenyl)-1-(2-hydroxy-6-methoxyphenyl)prop-2-en-1-one